OC1=C(C(=CC=C1)O)C(CCC1=CC=CC=C1)=O 1-(2,6-dihydroxyphenyl)-3-phenylpropan-1-one